5-(1-(2-chlorophenyl)propoxy)-N-((R,E)-4-(methylsulfonyl)but-3-en-2-yl)pyrimidine-2-carboxamide ClC1=C(C=CC=C1)C(CC)OC=1C=NC(=NC1)C(=O)N[C@H](C)\C=C\S(=O)(=O)C